(3',4'-dichloro-3-fluorobiphenyl-2-yl)-1-methyl-3-trifluoromethyl-1H-pyrazole-4-carboxamide ClC=1C=C(C=CC1Cl)C1=C(C(=CC=C1)F)C1=C(C(=NN1C)C(F)(F)F)C(=O)N